S1C=NC2=C1C=CC(=C2)[C@H]2N(C[C@@H](C(C2)O)C)C(=O)OC(C)(C)C tert-butyl (2S,5S)-2-(1,3-benzothiazol-5-yl)-4-hydroxy-5-methyl-piperidine-1-carboxylate